OC1=C(C(=O)NC2=CC=CC=N2)C=C(C=C1S(=O)(=O)O)O 6-(2,5-dihydroxy-3-sulfobenzamido)pyridine